FC=1C=CC(=C(C1)NC1=NC=NC=C1)[N+](=O)[O-] N-(5-fluoro-2-nitrophenyl)pyrimidin-4-amine